3-((1R,5S,8s)-8-amino-3-azabicyclo[3.2.1]octan-3-yl)pyridin NC1[C@H]2CN(C[C@@H]1CC2)C=2C=NC=CC2